NC1=C(SC=2N=C(N=C(C21)C)C)C(=O)NC2CC=1C=C(C(=NC1CC2)N2CC1(C(C2)N)OCCCC1)F 5-amino-N-(2-{4-amino-6-oxa-2-azaspiro[4.5]decan-2-yl}-3-fluoro-5,6,7,8-tetrahydroquinolin-6-yl)-2,4-dimethylthieno[2,3-d]pyrimidine-6-carboxamide